8-Methyl-3-methoxyisoquinoline CC=1C=CC=C2C=C(N=CC12)OC